(1R,3S)-3-{5-[5-(2-formyl-3-hydroxy-4-methoxyphenyl)-2-methylpyrazole-3-amido]-2H-pyrazol-3-yl}cyclopentyl N-isopropylcarbamate C(C)(C)NC(O[C@H]1C[C@H](CC1)C=1NN=C(C1)NC(=O)C=1N(N=C(C1)C1=C(C(=C(C=C1)OC)O)C=O)C)=O